3-ethoxy-4-(hept-1-en-4-yloxy)benzaldehyde C(C)OC=1C=C(C=O)C=CC1OC(CC=C)CCC